C1=CC=CC=2C3=CC=CC=C3N(C12)C=1C=CC=2N(C3=CC=C(C=C3C2C1)N1C2=CC=CC=C2C=2C=CC=CC12)C1=NC=C(C=C1)C1=CC=C(C=C1)C(=O)C1=CC=C(C=C1)C=1C=CC(=NC1)N1C2=CC=C(C=C2C=2C=C(C=CC12)N1C2=CC=CC=C2C=2C=CC=CC12)N1C2=CC=CC=C2C=2C=CC=CC12 Bis(4-(2-(9'H-[9,3':6',9''-tercarbazol]-9'-yl)pyridin-5-yl)phenyl)methanone